2-(4-(4-(aminomethyl)-1-oxo-1,2-dihydrophthalazin-6-yl)-1-methyl-1H-pyrazol-5-yl)-5-fluoro-1-naphthonitrile NCC1=NNC(C2=CC=C(C=C12)C=1C=NN(C1C1=C(C2=CC=CC(=C2C=C1)F)C#N)C)=O